FC1(CN(C[C@H]1NC1=CC(=C(C=C1)C)C(N[C@H](C)C1=CC=C(C2=CC=CC=C12)Br)=O)C(=O)OC(C)(C)C)F tert-butyl (4R)-3,3-difluoro-4-[4-methyl-3-[[(1R)-1-(4-bromo-1-naphthyl)ethyl]carbamoyl]anilino]pyrrolidine-1-carboxylate